FC(C(F)(F)F)(O[Si](OC(C(F)(F)F)(F)F)(OC(C(F)(F)F)(F)F)C(C(C(C(C(C(C(C(F)(F)F)(F)F)(F)F)(F)F)(F)F)(F)F)(F)F)(F)F)F perfluoro-n-octyltriethoxysilane